3-(9-methoxy-3,4-dihydrobenzo[4,5]imidazo[1,2-a]pyrazin-2(1H)-yl)propane COC1=CC=CC2=C1N=C1N2CCN(C1)CCC